3-bromo-5-(3-chloro-5-fluorophenoxy)-1-(propan-2-yl)-1H-1,2,4-triazole BrC1=NN(C(=N1)OC1=CC(=CC(=C1)F)Cl)C(C)C